N-(4-(4-amino-6-ethynyl-5-(quinolin-3-yl)-7H-pyrrolo[2,3-d]pyrimidin-7-yl)bicyclo[2.2.1]heptane-1-yl)-5-formylpyrazine-2-carboxamide NC=1C2=C(N=CN1)N(C(=C2C=2C=NC1=CC=CC=C1C2)C#C)C21CCC(CC2)(C1)NC(=O)C1=NC=C(N=C1)C=O